(R,Z)-N'-hydroxy-2-methylpiperidine-1-carboximidamide O\N=C(\N)/N1[C@@H](CCCC1)C